2-amino-3-(5-aminopyridin-3-yl)propanoic acid NC(C(=O)O)CC=1C=NC=C(C1)N